1,2-Epoxydodecane C1C(CCCCCCCCCC)O1